tert-butyl (S)-2-methyl-4-(1-((2-methyl-[1,2,4]triazolo[1,5-a]pyrimidin-6-yl)carbamoyl)-2,3-dihydro-1H-pyrrolo[2,3-b]pyridin-4-yl)piperazine-1-carboxylate C[C@@H]1N(CCN(C1)C1=C2C(=NC=C1)N(CC2)C(NC=2C=NC=1N(C2)N=C(N1)C)=O)C(=O)OC(C)(C)C